methyl 2-amino-4-chloro-3-iodo-5-(trifluoromethyl)benzoate NC1=C(C(=O)OC)C=C(C(=C1I)Cl)C(F)(F)F